((4-(4-methylpiperazin-1-yl)phenyl)amino)-3-oxo-7-(pyridin-4-yl)-1,3-dihydro-2H-pyrrolo[3,4-c]pyridine-2-carboxylic acid tert-butyl ester C(C)(C)(C)OC(=O)N1C(C=2C=NC=C(C2C1NC1=CC=C(C=C1)N1CCN(CC1)C)C1=CC=NC=C1)=O